2-Ethoxy-3-(4-{2-[2-methyl-5-(4-methylthiophenyl)-pyrrol-1-yl]-ethoxy}-phenyl)-propionic acid lithium salt [Li+].C(C)OC(C(=O)[O-])CC1=CC=C(C=C1)OCCN1C(=CC=C1C1=CC=C(C=C1)SC)C